nickel nitrilotriacetate N(CC(=O)[O-])(CC(=O)[O-])CC(=O)[O-].[Ni+2].N(CC(=O)[O-])(CC(=O)[O-])CC(=O)[O-].[Ni+2].[Ni+2]